BrC=1C=C(C=C(C1)Br)C=1C(=CC=CC1C1=C(C(=C(C(=C1[2H])[2H])[2H])[2H])[2H])C1=C(C(=C(C(=C1[2H])[2H])[2H])[2H])[2H] 3,5-dibromo-6'-(phenyl-d5)-1,1':2',1''-terphenyl-2'',3'',4'',5'',6''-d5